COC1=C(C=C(C=C1)NC1=NC=C(C(=N1)NN1C(OC2=C1C=CC=C2)=O)C)C(=O)N2CCN(CC2)C (2-(4-methoxy-3-(4-methylpiperazine-1-carbonyl)phenylamino)-5-methylpyrimidin-4-ylamino)benzo[d]oxazol-2(3H)-one